NC=1C=C(C=CC1F)C1=C(OCC(=O)OC)C=CC=C1 methyl 2-[2-(3-amino-4-fluoro-phenyl)phenoxy]acetate